5-methyl-6-oxo-1,6-dihydropyridine-2-carboxamide CC1=CC=C(NC1=O)C(=O)N